CC1=C(N=NC(=C1)N[C@H]1CN(CCC1)C)C1=C(C=C(C=C1)SC(F)(F)F)O |r| rac-(R)-2-(4-methyl-6-((1-methylpiperidin-3-yl)amino)pyridazin-3-yl)-5-((trifluoromethyl)thio)phenol